Cl.N(C(=N)N)C1=CC=C(C(=O)O)C=C1 p-Guanidinobenzoic Acid Hydrochloride